(R)-9-(2-Chloro-pyridin-4-yl)-2-((R)-3-methylmorpholin-4-yl)-6-trifluoromethyl-6,7,8,9-tetrahydro-pyrimido[1,2-a]-pyrimidin-4-one ClC1=NC=CC(=C1)N1CC[C@@H](N2C1=NC(=CC2=O)N2[C@@H](COCC2)C)C(F)(F)F